difluorophosphorus Lithium fluoride [F-].[Li+].F[P+]F.[F-]